CC1(OB(OC1(C)C)C=1CCN(CC1)C(=O)[O-])C 4-(4,4,5,5-tetramethyl-1,3,2-dioxaborolane-2-yl)-3,6-dihydropyridine-1(2H)-carboxylate